N-(4-(cis-bicyclo[3.1.0]hexane-3-yloxy)-2,5-difluorophenyl)-5-ethyl-2-(3-ethyl-3-methoxyazetidin-1-yl)oxazole-4-carboxamide C12CC(CC2C1)OC1=CC(=C(C=C1F)NC(=O)C=1N=C(OC1CC)N1CC(C1)(OC)CC)F